Cl.FC1=C(OC=2C=CC(=NC2)C2(CC23CCNCC3)C(=O)N)C=CC(=C1)F (5-(2,4-Difluorophenoxy)pyridin-2-yl)-6-azaspiro[2.5]octane-1-carboxamide hydrochloride